benzyl 4-(7-bromo-6-chloro-2,8-dihydroxyquinazolin-4-yl)piperazine-1-carboxylate BrC1=C(C=C2C(=NC(=NC2=C1O)O)N1CCN(CC1)C(=O)OCC1=CC=CC=C1)Cl